C(#N)CN(C(=O)C1=CN=C(S1)N1N=C(N=C1[C@H](C)NC(C1=CC(=CC(=C1)OC(F)(F)F)C1CC1)=O)C)C N-(cyanomethyl)-2-(5-{(1S)-1-[3-cyclopropyl-5-(trifluoromethoxy)benzoylamino]ethyl}-3-methyl-1H-1,2,4-triazol-1-yl)-N-methyl-1,3-thiazole-5-carboxamide